CC1=CC=C(C=C1)S(=O)(=O)OC1CC2(C1)CCNCC2 7-azaspiro[3.5]non-2-yl 4-methylbenzenesulfonate